β-(3,4-epoxycyclohexyl)ethyltrimethoxysilane ethyl-(3-hydroxy-4-methyl-5-(2-phenylthiazol-5-yl)picolinate) glycinate NCC(=O)O.C(C)OC(C1=NC=C(C(=C1O)C)C1=CN=C(S1)C1=CC=CC=C1)=O.C1(CC2C(CC1)O2)CC[Si](OC)(OC)OC